[Si](C)(C)(C(C)(C)C)OCC=1C=CC(=NC1)C(=O)NC=1C=C(C=CC1)C=1C(C(C=CC1)NC(=O)C1=C(C=C(C=C1)S(=O)(=O)F)C)(C)C 4-((3'-(5-(((tert-Butyldimethylsilyl)oxy)methyl)picolinamido)-2,2-dimethyl-[1,1'-biphenyl]-3-yl)carbamoyl)-3-methylbenzenesulfonyl fluoride